[Si](C)(C)(C(C)(C)C)OC1CCC(CC1)C(=O)[O-] 4-((tert-butyldimethylsilyl)oxy)cyclohexane-1-carboxylate